(12aR)-12-[(3,4-Difluorophenyl)(phenyl)methyl]-3,4,12,12a-tetrahydro-1H-[1,4]oxazino[3,4-c]pyrido[2,1-f][1,2,4]triazin-6,8-dion FC=1C=C(C=CC1F)C(N1N2C(C(N3[C@H]1COCC3)=O)=CC(C=C2)=O)C2=CC=CC=C2